NC1=CC(N(C(N1C)=O)CC1=CC=C(C=C1)OC)=O 6-amino-3-(4-methoxybenzyl)-1-methylpyrimidine-2,4(1H,3H)-dione